CC1=NC(=NC(=C1)C)NS(=O)(=O)C1=CC=CC=C1 N-(4,6-dimethylpyrimidin-2-yl)-benzenesulfonamide